NC1=NC=NN2C1=C(C=C2C=2C=NC(=C(C(=O)NC1CC(CC1)=O)C2)OC)C(F)(F)F 5-(4-amino-5-(trifluoromethyl)pyrrolo[2,1-f][1,2,4]triazin-7-yl)-2-methoxy-N-(3-oxocyclopentyl)nicotinamide